toluene-boric acid B(O)(O)O.CC1=CC=CC=C1